C12COCCC2O1 3,7-dioxabicyclo[4.1.0]Heptane